C(C)C1=NN(C(N1CC1=CC(=C(C=C1)C=1C(=CC=CC1)S(=O)(=O)NC1=NOC(=C1C)C)COCC)=O)C1=C(C=CC=C1)Cl 4'-((3-ethyl-1-(2-chlorophenyl)-5-oxo-1,5-dihydro-4H-1,2,4-triazol-4-yl)methyl)-N-(4,5-dimethylisoxazol-3-yl)-2'-(ethoxymethyl)-[1,1'-biphenyl]-2-sulfonamide